4-isopropyl-1-(3-((2-methylquinazolin-4-yl)oxy)propyl)piperidin-4-ol hydrochloride Cl.C(C)(C)C1(CCN(CC1)CCCOC1=NC(=NC2=CC=CC=C12)C)O